CNCC[C@H](CSC1=CC=CC=C1)NC(OC(C)(C)C)=O (R)-tert-butyl (4-(methylamino)-1-(phenylthio)butan-2-yl)carbamate